(2S)-1-(4-chloro-3-fluoro-phenyl)-2-methyl-piperazine ClC1=C(C=C(C=C1)N1[C@H](CNCC1)C)F